CCCCC/C=C\C/C=C\CCCCCCCCCC(=O)OC[C@H](COP(=O)(O)OC[C@@H](C(=O)O)N)OC(=O)CCCCCC/C=C\C/C=C\C/C=C\CCCCC 1-(11Z,14Z-eicosadienoyl)-2-(8Z,11Z,14Z-eicosatrienoyl)-glycero-3-phosphoserine